(Z)-5-heptenal C(CCC\C=C/C)=O